FC=1C(=C(C=NC1F)[C@H]1C2=C(NC(=C1C(=O)OC)C)COC2=O)[C@H](C)F methyl (R)-4-(5,6-difluoro-4-((S)-1-fluoroethyl)pyridin-3-yl)-2-methyl-5-oxo-1,4,5,7-tetrahydrofuro[3,4-b]pyridine-3-carboxylate